azodi-carboxamide N(=NC(=O)N)C(=O)N